5-((5-(3-(5-(tert-butyl)thiazol-2-yl)cyclopentyl)-1H-pyrazol-3-yl)amino)-4-fluoro-1-(4-methoxybenzyl)-1,3-dihydrobenzo[c]isothiazole 2,2-dioxide C(C)(C)(C)C1=CN=C(S1)C1CC(CC1)C1=CC(=NN1)NC1=C(C2=C(N(S(C2)(=O)=O)CC2=CC=C(C=C2)OC)C=C1)F